C(#N)C1=C(COC2=C(C=C(C=C2)NC(=O)C2=CC3=C(NC=N3)C=C2)N2N=NN=C2)C=CC=C1 N-(4-((2-cyanobenzyl)oxy)-3-(1H-tetrazol-1-yl)phenyl)-1H-benzo[d]imidazole-5-carboxamide